ClC=1C=C(C=C(C1C#N)F)C1=CC=C(C=C1)C(F)(F)F 3-chloro-5-fluoro-4'-(trifluoromethyl)-[1,1'-biphenyl]-4-carbonitrile